ClC=1N=C(SC1)C=1N=NN(C1)[C@@H]1[C@H]([C@@H](SC=2C=NC=C(C2)Br)O[C@@H]([C@@H]1O)CO)O 5-bromopyridin-3-yl 3-[4-(4-chlorothiazol-2-yl)-1H-1,2,3-triazol-1-yl]-3-deoxy-1-thio-alpha-D-galactopyranoside